7-(3-(dimethylamino)propoxy)-6-methoxy-2-(pyrrolidin-1-yl)-N-(tetrahydro-2H-pyran-3-yl)quinazolin-4-amine CN(CCCOC1=C(C=C2C(=NC(=NC2=C1)N1CCCC1)NC1COCCC1)OC)C